trimethyl-t-butyl-ammonium hydroxide [OH-].C[N+](C(C)(C)C)(C)C